(6S)-5-[2'-fluoro-2-(trifluoromethyl)[1,1'-biphenyl]-4-yl]-6-methyl-3,6-dihydro-2H-1,3,4-oxadiazin FC1=C(C=CC=C1)C1=C(C=C(C=C1)C1=NNCO[C@H]1C)C(F)(F)F